lauric acid, 2,3-dihydroxypropyl ester C(CCCCCCCCCCC)(=O)OCC(CO)O